COC=1C=CC(=C(C1)CC(=O)NC1=NNC(=C1)[C@@H]1C[C@@H](CC1)N(C([O-])=O)C(C(F)(F)F)C)S(=O)(=O)C (1R,3S)-3-[3-({[5-methoxy-2-(methylsulfonyl)phenyl]acetyl} amino)-1H-pyrazol-5-yl]cyclopentyl[(2ξ)-1,1,1-trifluoropropan-2-yl]carbamate